2-[4-[7-(2,8-Dimethylimidazo[1,2-b]pyridazin-6-yl)-5-fluoro-cinnolin-3-yl]-1-piperidyl]ethyl methanesulfonate CS(=O)(=O)OCCN1CCC(CC1)C=1N=NC2=CC(=CC(=C2C1)F)C=1C=C(C=2N(N1)C=C(N2)C)C